ClC1=C(C(=O)NC=2C=NNC2C(=O)NC2CCNCC2)C(=CC=C1)Cl 4-[(2,6-dichlorobenzoyl)amino]-N-piperidin-4-yl-1H-pyrazole-5-carboxamide